C1(=CC=CC=2SC3=CC=CC=C3SC12)C1=CC=C(C=C1)C1=C(C=C(C=C1N1C2=CC=CC=C2C=2C=CC=CC12)N1C2=CC=CC=C2C=2C=CC=CC12)N1C2=CC=CC=C2C=2C=CC=CC12 9,9',9''-(4'-(thianthren-1-yl)-[1,1'-biphenyl]-2,4,6-triyl)tris(9H-carbazole)